4-(difluoromethyl)-2,5-difluoroaniline FC(C1=CC(=C(N)C=C1F)F)F